6-[(3S)-1-methyl-2-oxo-pyrrolidin-3-yl]pyridazin CN1C([C@@H](CC1)C1=CC=CN=N1)=O